C(#N)C1=CC(=CC=2N=C(OC21)C=2C(=C(C=CC2)C2=C(C(=CC=C2)NC=2N=CC=C1C=C(C=NC21)CN2C[C@](CC2)(C)O)C)C)CN2C[C@@H](CC2)C(=O)O (R)-1-((7-cyano-2-(3'-(3-(((R)-3-hydroxy-3-methylpyrrolidin-1-yl)methyl)-1,7-naphthyridin-8-ylamino)-2,2'-dimethylbiphenyl-3-yl)benzo[d]oxazol-5-yl)methyl)pyrrolidine-3-carboxylic acid